CC(C(=O)OC1C[C@H]2CC[C@@H](C1)N2C)C2=CC=CC=C2 (1R,3r,5S)-8-methyl-8-azabicyclo[3.2.1]octan-3-yl 2-methyl-2-phenylacetate